(2R,3R,4R,5R)-5-(6-amino-9H-purin-9-yl)-2-(hydroxymethyl)-4-(prop-2-yn-1-yloxy)tetrahydrofuran-3-ol NC1=C2N=CN(C2=NC=N1)[C@H]1[C@@H]([C@@H]([C@H](O1)CO)O)OCC#C